[N+](=O)([O-])OC(CO[C@H](C(=O)O)C)CO[N+](=O)[O-] (2S)-2,3-bis(nitrooxy)propoxylpropanoic acid